2-(2,6-dimethoxyphenyl)pyridin-3-amine COC1=C(C(=CC=C1)OC)C1=NC=CC=C1N